N-(((2S,4R)-4-hydroxypyrrolidin-2-yl)methyl)-4-(1H-pyrrolo[2,3-b]pyridin-4-yl)-3,4-dihydro-2H-1,4-thiazine-6-carboxamide hydrochloride Cl.O[C@@H]1C[C@H](NC1)CNC(=O)C1=CN(CCS1)C1=C2C(=NC=C1)NC=C2